N-[[6-[3-(2-chloro-4-fluoro-benzoyl)-3,8-diazabicyclo[3.2.1]octan-8-yl]-4-(2,2-dimethylpropylsulfonyl)-2-pyridyl]methyl]-3-methyl-butanamide ClC1=C(C(=O)N2CC3CCC(C2)N3C3=CC(=CC(=N3)CNC(CC(C)C)=O)S(=O)(=O)CC(C)(C)C)C=CC(=C1)F